1-[(4-aminophenyl)methyl]-3-{2-[(2S)-2-(2-bromophenyl)pyrrolidin-1-yl]-2-oxoethyl}-1-[(1-methyl-1H-1,2,3-triazol-4-yl)methyl]urea hydrochloride Cl.NC1=CC=C(C=C1)CN(C(=O)NCC(=O)N1[C@@H](CCC1)C1=C(C=CC=C1)Br)CC=1N=NN(C1)C